N[C@@H](C(=O)O)CNC(C1=CC(=CC(=C1)F)C=1C(=NC=CC1C)CC)=O (R)-2-amino-3-(3-(2-ethyl-4-methylpyridin-3-yl)-5-fluorobenzamido)propanoic acid